3-((1-(4-fluorobenzoyl)-4-hydroxypiperidin-4-yl)methyl)-3,7-dihydro-4H-pyrrolo[2,3-d]pyrimidin-4-one FC1=CC=C(C(=O)N2CCC(CC2)(O)CN2C=NC3=C(C2=O)C=CN3)C=C1